C(C)(C)(C)OC(NCCOC1=CC(=CC=C1)[C@@H](C1=CC=CC=C1)C1CCN(CC1)C(=O)N1C[C@@H]2[C@@H](OCC(N2)=O)CC1)=O |o1:16| N-[2-[3-[(R or S)-[1-[(4aR,8aS)-3-oxo-4,4a,5,7,8,8a-hexahydropyrido[4,3-b][1,4]oxazine-6-carbonyl]-4-piperidinyl]-phenyl-methyl]phenoxy]ethyl]carbamic acid tert-butyl ester